(R)-1-(3-(1-(4-(2-fluoro-3-methoxyphenoxy)phenyl)-5-methoxyimidazo[1,5-a]pyrazin-3-yl)pyrrolidin-1-yl)but-2-yn-1-one FC1=C(OC2=CC=C(C=C2)C=2N=C(N3C2C=NC=C3OC)[C@H]3CN(CC3)C(C#CC)=O)C=CC=C1OC